2-methyl-1-[4-(methylthio)phenyl]-2-morpholinopropanone CC(C)(C(=O)C1=CC=C(C=C1)SC)N2CCOCC2